N1N=CC2=C1C=CC=N2 1H-PYRAZOLOPYRIDINE